FC1=C(SC(=C1)C1CCNCC1)C(=O)NC=1C=C(C2=CN(N=C2C1)C)F 3-fluoro-N-(4-fluoro-2-methylindazol-6-yl)-5-(piperidin-4-yl)thiophene-2-carboxamide